COC1=C(CNC2=NC=3C(=CC(=CC3C=3N2N=C(N3)[C@@H]3CC[C@@H](N(C3)C(=O)C3=C(C(=O)OC)C=CC=N3)C)F)F)C=CC(=C1)OC methyl 2-((2S,5R)-5-(5-((2,4-dimethoxybenzyl)amino)-7,9-difluoro-[1,2,4]triazolo[1,5-c]quinazolin-2-yl)-2-methylpiperidine-1-carbonyl)nicotinate